C(C)(C)(C)C=1C(=C(C(=C(C1)N1C(NC(C=C1)=O)=O)F)C=1C=C2C=CC(=CC2=CC1)NS(=O)(=O)C)OC N-(6-(3-(tert-butyl)-5-(2,4-dioxo-3,4-dihydropyrimidin-1(2H)-yl)-6-fluoro-2-methoxyphenyl)naphthalene-2-yl)methanesulfonamide